CCOC1=NC2=CC=CC(=C2N1CC3=CC=C(C=C3)C4=CC=CC=C4C5=NOC(=O)[N-]5)C(=O)OCC6=C(OC(=O)O6)C.[K+] The molecule is an organic potassium salt that is the monopotassium salt of azilsartan medoxomil. A prodrug for azilsartan, it is used for treatment of hypertension. It has a role as a prodrug, an antihypertensive agent and an angiotensin receptor antagonist. It contains an azilsartan medoxomil(1-).